ClC=1OC=C(N1)COC1=CC=C(C=C1)C(C)(C)C1=CC(=C(C(=C1)Cl)OCCCl)Cl 2-Chloro-4-((4-(2-(3,5-dichloro-4-(2-chloroethoxy)phenyl)propan-2-yl)phenoxy)methyl)oxazole